(1R,2R)-2-((R)-8-fluoro-5H-imidazo[5,1-a]isoindol-5-yl)cyclobutan-1-ol FC1=CC=C2[C@H](N3C(C2=C1)=CN=C3)[C@@H]3[C@@H](CC3)O